methyl 4-amino-3-isobutoxybenzoate NC1=C(C=C(C(=O)OC)C=C1)OCC(C)C